4-(benzyloxy)-6-chloroquinoline C(C1=CC=CC=C1)OC1=CC=NC2=CC=C(C=C12)Cl